(2,6-difluoro-4-formylphenyl)-3-(4-(4-methylpiperazin-1-yl)benzamido)-1H-pyrazolo[3,4-c]pyridine-1-carboxylic acid tert-butyl ester C(C)(C)(C)OC(=O)N1N=C(C=2C1=CN=CC2C2=C(C=C(C=C2F)C=O)F)NC(C2=CC=C(C=C2)N2CCN(CC2)C)=O